CC/C=C\\C[C@H]([C@H](C=CC=CC=CC/C=C\\C/C=C\\CCC(=O)[O-])SC[C@@H](C(=O)NCC(=O)[O-])[NH3+])O The molecule is a docosanoid anion obtained by deprotonation of the two carboxy groups and protonation of the alpha-amino group of 16(S)-glycinylcystein-S-yl-17(R)-hydroxy-(4Z,7Z,10,12,14,19Z)-docosahexaenoic acid; major species at pH 7.3. It is a docosanoid anion, a peptide anion and a dicarboxylic acid monoanion. It is a conjugate base of a 16(S)-glycinylcystein-S-yl-17(R)-hydroxy-(4Z,7Z,10,12,14,19Z)-docosahexaenoic acid.